4-bromobutyric acid undecyl ester C(CCCCCCCCCC)OC(CCCBr)=O